3-Methyl-7-morpholino-2-oxo-2,3-dihydrobenzo[d]oxazol-5-yl trifluoromethanesulfonate FC(S(=O)(=O)OC=1C=C(C2=C(N(C(O2)=O)C)C1)N1CCOCC1)(F)F